COC=1C=C(C=CC1COC1=C(C=C(C=C1)C(F)(F)F)C)C1C=2C(NC(C1)=O)=NNC2 4-(3-Methoxy-4-{[2-methyl-4-(trifluoromethyl)phenoxy]methyl}phenyl)-2H,4H,5H,6H,7H-pyrazolo[3,4-b]pyridin-6-one